N-(benzo[d][1,3]dioxolan-5-yl)-2-(4-(4-methylbenzoyl)piperazin-1-yl)acetamide O1COC2=C1C=CC(=C2)NC(CN2CCN(CC2)C(C2=CC=C(C=C2)C)=O)=O